I[GeH2]I diiodogermane